P(=O)(OCC)(OCC)OCC1=CC(=C(C(=C1)C(C)(C)C)O)C(C)(C)C diethyl [[3,5-bis(1,1-dimethylethyl)-4-hydroxyphenyl]methyl] Phosphoate